C(C)OC(=O)C=1C(N(C2=NC(=CC=C2C1O)Cl)C=1C(=NC=CC1)C)=O 7-Chloro-4-hydroxy-1-(2-methylpyridin-3-yl)-2-oxo-1,2-dihydro-1,8-naphthyridine-3-carboxylic acid ethyl ester